ClC=1C=CC(=C(C1)S(=O)(=O)NC1=CC=C(C=C1)C1=NC(=C2C(=N1)NN=C2C)NCCCCN(C)C)F 5-chloro-N-(4-(4-((4-(dimethylamino)butyl)amino)-3-methyl-1H-pyrazolo[3,4-d]pyrimidin-6-yl)phenyl)-2-fluorobenzenesulfonamide